[Ce].[Cu].[Al].N1C=CC2=C(C=CC=C12)CNC1=C(C=CC=C1)N1CCCC1 N-((1H-indol-4-yl)methyl)-2-(pyrrolidin-1-yl)aniline aluminum-copper-cerium